(S)-2-((1-(3-(3,5-dimethylphenyl)-1-methyl-1,2,4-triazol-5-yl)ethyl)carbamoyl)-4-methoxypyridin-3-yl butyrate C(CCC)(=O)OC=1C(=NC=CC1OC)C(N[C@@H](C)C1=NC(=NN1C)C1=CC(=CC(=C1)C)C)=O